1,3-dimethylbutylenediamine CC(CC(CN)C)N